C(C)(C)(C)C1=C(C=C(C=C1)NC([C@@H](C1=CC=C(C=C1)COC)NC(=O)[C@@H]1CNC(C1)=O)=O)F (3S)-N-((1R)-2-((4-tert-butyl-3-fluorophenyl)amino)-1-(4-(methoxymethyl)phenyl)-2-oxoethyl)-5-oxopyrrolidine-3-carboxamide